2-(2'-hydroxy-3'-isobutyl-5'-propylphenyl)-5-chlorobenzotriazole OC1=C(C=C(C=C1CC(C)C)CCC)N1N=C2C(=N1)C=CC(=C2)Cl